((2S,3R)-1-(((2-(2,6-dioxopiperidin-3-yl)-1-oxoisoindolin-5-yl)methyl)amino)-3-hydroxy-1-oxobutan-2-yl)carbamic acid tert-butyl ester C(C)(C)(C)OC(N[C@H](C(=O)NCC=1C=C2CN(C(C2=CC1)=O)C1C(NC(CC1)=O)=O)[C@@H](C)O)=O